FC(C1=C(C=CC(=C1)C(F)(F)F)C1C(N(C2=C(CC1)C=C(C(=C2)F)F)CC#C)=O)(F)F 3-[2,4-bis(trifluoromethyl)phenyl]-7,8-difluoro-1-(prop-2-ynyl)-2,3,4,5-tetrahydro-1H-1-benzazepin-2-one